3-{1-[(2-amino-7-{[(1R)-1-(hydroxymethyl)-3-methylbutyl]amino}[1,3]thiazolo[4,5-d]pyrimidin-5-yl)thio]ethyl}benzamide NC=1SC2=C(N=C(N=C2N[C@H](CC(C)C)CO)SC(C)C=2C=C(C(=O)N)C=CC2)N1